5-methylthiazol-2-amine CC1=CN=C(S1)N